C(C)(=O)OC=1C(=NC=CC1OC)C(=O)N[C@@H](C)C(=O)OC(C)CC(C)C 4-methylpentan-2-yl N-[(3-acetoxy-4-methoxypyridin-2-yl) carbonyl]-L-alaninate